C(C)(C)(C)OC(=O)N1CCNC(C1)C1N(C=CC=N1)C1(CC1)C#N 5-(1-(cyanocyclopropyl)pyrimidin-2-yl)piperazine-1-carboxylic acid tert-butyl ester